N1(CCCCC1)CCN1N=NC=C1 (2-(piperidinyl)ethyl)-1H-1,2,3-triazole